C(C)OC(=O)C1=NN(C=C1OC1=NC=CC=C1[N+](=O)[O-])C=1C=NC=CC1 4-((3-nitropyridin-2-yl)oxy)-1-(pyridin-3-yl)-1H-pyrazole-3-carboxylic acid ethyl ester